C1(CC1)C=1C=C2CN(C(C2=CC1CC1=CC=C(C=C1)C=1N=NN(C1)C)=O)CC1OCCC1 5-cyclopropyl-6-(4-(1-methyl-1H-1,2,3-triazol-4-yl)benzyl)-2-(tetrahydrofuran-2-ylmethyl)isoindolin-1-one